(S)-N-(1-hydroxypropan-2-yl)quinoxaline-2-carboxamide OC[C@H](C)NC(=O)C1=NC2=CC=CC=C2N=C1